(S)-1-(2-cyano-5-methylphenyl)-3-(isoquinolin-4-yl)-2-oxoimidazolidine-4-carbonitrile C(#N)C1=C(C=C(C=C1)C)N1C(N([C@@H](C1)C#N)C1=CN=CC2=CC=CC=C12)=O